3-(5-benzyl-1,3,4-oxadiazol-2-yl)-5-(1-(piperidin-4-yl)-1H-pyrazol-4-yl)pyridin-2-amine C(C1=CC=CC=C1)C1=NN=C(O1)C=1C(=NC=C(C1)C=1C=NN(C1)C1CCNCC1)N